ClC=1C=CC(=NC1)C(=O)N1CC(CC1)C1=C(C=C(C=C1)OC1=C(C=CC=C1)C(C)C)CO (5-chloropyridin-2-yl)(3-(2-(hydroxymethyl)-4-(2-isopropylphenoxy)phenyl)pyrrolidin-1-yl)methanone